ClC=1C=C(OCCNC(=O)N)C=CC1C=1N(C2=NC=NC(=C2N1)OC1(CC1)C)CC1=NC=CC(=C1)C 1-(2-(3-chloro-4-(6-(1-methylcyclopropoxy)-9-((4-methylpyridin-2-yl)methyl)-9H-purin-8-yl)phenoxy)ethyl)urea